N-hexadecyl-2-phenyl-3,5,7-tritetrahydropyranyloxyquinolin-4-one C(CCCCCCCCCCCCCCC)N1C(=C(C(C2=C(C=C(C=C12)OC1OCCCC1)OC1OCCCC1)=O)OC1OCCCC1)C1=CC=CC=C1